5-(((2S)-1-((2-(4-(5-(pentafluoro-λ6-sulfanyl)pyridin-2-yl)piperazine-1-carbonyl)cyclopropyl)methoxy)propan-2-yl)amino)-4-(trifluoromethyl)pyridazine FS(C=1C=CC(=NC1)N1CCN(CC1)C(=O)C1C(C1)COC[C@H](C)NC=1C(=CN=NC1)C(F)(F)F)(F)(F)(F)F